3-(tributoxysilyl)propyl-di-n-octylmethyl-ammonium chloride [Cl-].C(CCC)O[Si](CCC[N+](C)(CCCCCCCC)CCCCCCCC)(OCCCC)OCCCC